C12(CCC(CC1)CC2)C(=O)O[C@@H]2[C@](O[C@H](C2)N2C1=NC(=NC(=C1N=C2)NC(CCCCCCCC)=O)F)(CO)C#C (2R,3S,5R)-2-ethynyl-5-(2-fluoro-6-nonanamido-9H-purin-9-yl)-2-(hydroxymethyl)tetrahydrofuran-3-yl bicyclo[2.2.2]octane-1-carboxylate